2-(3,6-diazabicyclo[3.1.1]heptan-3-yl)-5-(2-methoxypropan-2-yl)-7-(thiazol-2-yl)benzo[d]oxazole C12CN(CC(N1)C2)C=2OC1=C(N2)C=C(C=C1C=1SC=CN1)C(C)(C)OC